(S)-3-cyclopentyl-3-hydrazinopropionitrile C1(CCCC1)[C@H](CC#N)NN